3-Cyclohexyl-6-Methyl-1-(1-(5-(Trifluoromethyl)Pyridin-2-Yl)Propyl)-1H-Pyrazolo[3,4-d]Pyrimidin-4(5H)-One C1(CCCCC1)C1=NN(C=2N=C(NC(C21)=O)C)C(CC)C2=NC=C(C=C2)C(F)(F)F